N-(1-(tert-butyl)-1H-pyrazol-4-yl)-2-(2-fluoro-4-((6-(methylthio)quinolin-4-yl)oxy)phenyl)acetamide C(C)(C)(C)N1N=CC(=C1)NC(CC1=C(C=C(C=C1)OC1=CC=NC2=CC=C(C=C12)SC)F)=O